COC=1C=C(C=CC1OC)C1=CN=CC(=N1)NC1CCC(CC1)NC(=O)C1CCC1 N-(4-((6-(3,4-dimethoxyphenyl)pyrazin-2-yl)amino)cyclohexyl)cyclobutanecarboxamide